(E)-dimethyl-6-(4-bromophenyl)-2,4-diamino-1,3,5-triazine CC1(N(C(=NC(=N1)N)C1=CC=C(C=C1)Br)C)N